benzo[d]imidazo[2,1-b]thiazole-7-carboxamide dihydrochloride Cl.Cl.N=1C=CN2C1SC1=C2C=CC(=C1)C(=O)N